3-(2-chloro-3-(ethylsulfonamido)benzyl)-4-((dimethylamino)methyl)-2-oxo-2H-chromen-7-yl dimethylcarbamate CN(C(OC1=CC=C2C(=C(C(OC2=C1)=O)CC1=C(C(=CC=C1)NS(=O)(=O)CC)Cl)CN(C)C)=O)C